CC1=CC=C(OC2=CC=3C(C4=C(NC3C=C2)CCC4)=O)C=C1 7-(4-methylphenoxy)-1H,2H,3H,4H,9H-cyclopenta[b]quinolin-9-one